BrC1=CC(=NC=N1)NCC=1N=C2N(C=C(C=C2N2C(N(CC2=O)C)=O)C2CC2)C1 3-(2-(((6-bromopyrimidin-4-yl)amino)methyl)-6-cyclopropylimidazo[1,2-a]pyridin-8-yl)-1-methylimidazolidine-2,4-dione